(E)-1-(2-Hydroxy-6-phenylmethoxyphenyl)-3-(3-methylphenyl)prop-2-en-1-one OC1=C(C(=CC=C1)OCC1=CC=CC=C1)C(\C=C\C1=CC(=CC=C1)C)=O